FC1=C(N)C=CC(=C1)C=1OC(=NN1)C1=CC=C(C=C1)OC(F)(F)F 2-fluoro-4-(5-(4-(trifluoromethoxy)phenyl)-1,3,4-oxadiazol-2-yl)aniline